O=C1NC(CCC1N1C(C2=CC=CC(=C2C1)NC1CCC(CC1)CNC(OC(C)(C)C)=O)=O)=O tert-butyl (((1R,4R)-4-((2-(2,6-dioxopiperidin-3-yl)-1-oxoisoindolin-4-yl) amino)cyclohexyl) methyl)carbamate